FC1=CC=2N(C=C1)C(=CN2)C2=C1CN(C(C1=C(C=C2)NC2=CC=C1C(=N2)CN(C12CCC(CC2)OC)C)=O)C(=O)OC(C)(C)C tert-butyl 4-(7-fluoroimidazo[1,2-a]pyridin-3-yl)-7-((4-methoxy-6'-methyl-6',7'-dihydrospiro[cyclohexane-1,5'-pyrrolo[3,4-b]pyridin]-2'-yl) amino)-1-oxoisoindoline-2-carboxylate